6-hydroxy-5-methoxy-2-methylpyrimidin-4(3H)-one OC1=C(C(NC(=N1)C)=O)OC